C(C)(C)OC([C@@H](C)NP(=O)(OC1=C(C(=C(C(=C1F)F)F)F)F)N[C@@H](C)C(=O)OC(C)C)=O Isopropyl ((((R)-1-(isopropyloxy)-1-oxopropan-2-yl)amino)(perfluoro-phenoxy)-phosphoryl)-L-alaninate